methyl 1-(2-amino-2-((1R,5S,6s)-3-oxabicyclo[3.1.0]hexan-6-yl)ethyl)-5-bromo-3,3-difluoro-1,2,3,4-tetrahydrothieno[3,4-b]pyridine-7-carboxylate NC(CN1C=2C(CC(C1)(F)F)=C(SC2C(=O)OC)Br)C2[C@@H]1COC[C@H]21